CC1=C(C=C(C=C1)NC(=O)N1C[C@H]2C3C=CC([C@H]2C1)C3)C=3OC=C(N3)C (3aR,7aS)-1,3,3a,4,7,7a-hexahydro-N-[4-methyl-3-(4-methyl-2-oxazolyl)phenyl]-4,7-methano-2H-isoindole-2-carboxamide